NC=1C(=C2C(=NC1)C=CS2)NCC2=CC=C(CNC(OC(C)(C)C)=O)C=C2 tert-butyl (4-(((6-aminothieno[3,2-b]pyridin-7-yl)amino)methyl)benzyl)carbamate